diethylene glycol bis(2-bromoethyl) ether BrCCOCCOCCOCCBr